2-(4-phenylpiperazin-1-yl)acetamide C1(=CC=CC=C1)N1CCN(CC1)CC(=O)N